((3S,4S)-3-((6-(2,6-dichloro-3,5-dimethoxyphenyl)-5,6-dihydropyrimido[5,4-c][1,8]naphthyridin-2-yl)amino)tetrahydro-2H-pyran-4-yl)acrylamide ClC1=C(C(=C(C=C1OC)OC)Cl)N1CC2=C(C=3C=CC=NC13)N=C(N=C2)N[C@@H]2COCC[C@H]2C(C(=O)N)=C